NC=1N=C(C2=C(N1)C=CN(C2=O)CC2=CC=C(C=C2)CN2CCCC2)N[C@H](C)CCC (R)-2-amino-4-(pentan-2-ylamino)-6-(4-(pyrrolidin-1-ylmethyl)benzyl)pyrido[4,3-d]pyrimidin-5(6H)-one